Hexanedioic acid, bis(2-methylpropyl) ester C(CCCCC(=O)OCC(C)C)(=O)OCC(C)C